3-((4-(5-(chlorodifluoromethyl)-1,2,4-oxadiazol-3-yl)benzyl)(methyl)amino)-4-(isoxazol-4-ylamino)cyclobut-3-ene-1,2-dione ClC(C1=NC(=NO1)C1=CC=C(CN(C=2C(C(C2NC=2C=NOC2)=O)=O)C)C=C1)(F)F